4-(4-bromofuran-2-yl)-4-oxobutyric acid methyl ester COC(CCC(=O)C=1OC=C(C1)Br)=O